FC=1C(=CC2=C(NC(=N2)OC=2C=CC(=C(C2)N2N=NNC2=O)C)C1)C1=CC=C(C=C1)C1=C(C=CC=C1)O 1-(5-((6-fluoro-5-(2'-hydroxy-[1,1'-biphenyl]-4-yl)-1H-benzo[d]imidazol-2-yl)oxy)-2-methylphenyl)-1,4-dihydro-5H-tetrazol-5-one